N1N=CC2=CC(=CC=C12)C1=CC2=C(N(C3=C(O2)C=C(C(=C3)C)C=3C=C2C=NNC2=CC3)CCN3[C@H]2CN([C@@H](C3)C2)C(=O)OC(C)(C)C)N=C1 tert-butyl (1R,4R)-5-(2-(3,7-di(1H-indazol-5-yl)-8-methyl-10H-benzo[b]pyrido[2,3-e][1,4]oxazin-10-yl)ethyl)-2,5-diazabicyclo[2.2.1]heptane-2-carboxylate